1-(5-fluoro-4-oxazol-2-yl-pyrimidin-2-yl)piperidine-4-carboxylic acid FC=1C(=NC(=NC1)N1CCC(CC1)C(=O)O)C=1OC=CN1